C1(=CC=CC=C1)C1N(CCNC1)C(=O)C1=C(C=C(C=C1)NC(=O)C1CC1)N1CCCC1 N-[4-(2-phenylpiperazine-1-carbonyl)-3-pyrrolidin-1-ylphenyl]cyclopropanecarboxamide